4-(1-propenyl)pyridine C(=CC)C1=CC=NC=C1